FC1=C(C=CC=C1C[C@@H]1N(CC2(CC2)[C@@H]1NS(=O)(=O)C)C(=O)NCC(F)(F)F)C1=CC=CC=C1 (6S,7S)-6-((2-fluoro-[1,1'-biphenyl]-3-yl)methyl)-7-(methylsulfonamido)-N-(2,2,2-trifluoroethyl)-5-azaspiro[2.4]heptane-5-carboxamide